methoxyl-pyrazole-5-amide O(C)C1=NNC(=C1)C(=O)N